3-[(1-ethylhexyl)oxy]thiophene C(C)C(CCCCC)OC1=CSC=C1